N(CC(C)O)CC(C)O 1,1'-iminodipropan-2-ol